2-fluoro-3-(5-methylthiazol-2-yl)-5-(morpholin-2-ylmethoxy)-N-((2-(trifluoromethyl)pyrimidin-5-yl)methyl)benzamide FC1=C(C(=O)NCC=2C=NC(=NC2)C(F)(F)F)C=C(C=C1C=1SC(=CN1)C)OCC1CNCCO1